1-[5-ethylsulfonyl-6-[3-methyl-6-(trifluoromethyl)imidazo[4,5-b]pyridin-2-yl]-3-pyridinyl]cyclopropanecarbonitrile C(C)S(=O)(=O)C=1C=C(C=NC1C1=NC=2C(=NC=C(C2)C(F)(F)F)N1C)C1(CC1)C#N